Tert-butyl 6-[4-cyano-6-(1-ethylpyrazol-4-yl)-2-methyl-indazol-3-yl]-8-(difluoromethoxy)-4-methyl-1-oxo-3,4-dihydroisoquinoline-2-carboxylate C(#N)C=1C2=C(N(N=C2C=C(C1)C=1C=NN(C1)CC)C)C=1C=C2C(CN(C(C2=C(C1)OC(F)F)=O)C(=O)OC(C)(C)C)C